4-chloro-N-(2-ethoxyphenyl)-3-(indolin-1-ylsulfonyl)benzamide ClC1=C(C=C(C(=O)NC2=C(C=CC=C2)OCC)C=C1)S(=O)(=O)N1CCC2=CC=CC=C12